4-((6-(methoxycarbonyl)-1,3-benzodiazol-1-yl)methyl)phenylboronic acid trifluoroacetic acid salt FC(C(=O)O)(F)F.COC(=O)C=1C=CC2=C(N(C=N2)CC2=CC=C(C=C2)B(O)O)C1